2-bromo-3-(bromomethyl)-1-fluoro-4-nitrobenzene BrC1=C(C=CC(=C1CBr)[N+](=O)[O-])F